COC(=O)C1CC(C1)OC(C1=CC=CC=C1)=O (3-methoxycarbonylcyclobutyl)benzoate